4-amino-N-(2,6-dimethylpyrimidin-4-yl)-N-(methyl-d3)benzenesulfonamide Phosphorus [P].NC1=CC=C(C=C1)S(=O)(=O)N(C([2H])([2H])[2H])C1=NC(=NC(=C1)C)C